4,5-difluoro-2-((S)-3-fluoropyrrolidin-1-yl)-8H-dibenzo[3,4:6,7]cyclohepta[1,2-b]thiophen-8-ol FC1=C(C=CC2=C1C1=C(SC(=C1)N1C[C@H](CC1)F)C1=C(C2O)C=CC=C1)F